OC=1C=C(CC(C#N)C#N)C=CC1O (3,4-dihydroxybenzyl)malononitrile